C(C(=C)C)(=O)NCCC[N+](CC(=O)NCCC[N+](CCC[N+](C)(C)C)(C)C)(C)C N1-(3-(2-((3-methacrylamidopropyl)dimethylammonio)acetamido)propyl)-N1,N1,N3,N3,N3-pentamethylpropane-1,3-diaminium